C(C1=CC=CC=C1)N1C(=C(C(C2=CC=CC=C12)=O)C1=CC=C(C=C1)[N+](=O)[O-])C1=CC=C(C=C1)OC 1-benzyl-2-(4-methoxyphenyl)-3-(4-nitrophenyl)quinolin-4(1H)-one